hydroxyphenylpropionyl chloride OC(CC(=O)Cl)C1=CC=CC=C1